CC(C=O)C=1C=C(C=CC1)C1(CCC1)C(=O)OC methyl 1-[3-(1-methyl-2-oxo-ethyl)phenyl]cyclobutanecarboxylate